5-fluoro-3-((4-methoxy-2,6-dimethylpyrimidin-5-yl)methyl)-6-(perfluoroethyl)pyrimidin FC1=CN(CN=C1C(C(F)(F)F)(F)F)CC=1C(=NC(=NC1C)C)OC